CC1=C(C(=NN1C1CCNCC1)C(F)(F)F)C=1C=NN(C1)C1=NNC=C1 4-(5-methyl-1-(piperidin-4-yl)-3-(trifluoromethyl)-1H-pyrazol-4-yl)-1-(1H-pyrazol-3-yl)-1H-pyrazole